(S)-2-(3-aminopyrrolidine-1-carbonyl)-5-(2-methyl-4-phenoxyphenyl)-3H-1-thia-3,5,8-triazaacenaphthylen-4(5H)-one N[C@@H]1CN(CC1)C(=O)C=1SC=2N=CC=C3N(C(NC1C23)=O)C2=C(C=C(C=C2)OC2=CC=CC=C2)C